7-((3aS,4R,6aR)-6-(((tert-butyldiphenylsilyl)oxy)methyl)-2,2-dimethyl-4,6a-dihydro-3aH-cyclopenta[d][1,3]dioxol-4-yl)-2-chloro-7H-pyrrolo[2,3-d]pyrimidine [Si](C1=CC=CC=C1)(C1=CC=CC=C1)(C(C)(C)C)OCC1=C[C@H]([C@H]2[C@@H]1OC(O2)(C)C)N2C=CC1=C2N=C(N=C1)Cl